tert.-Butyl n-octyl ether C(CCCCCCC)OC(C)(C)C